Pentaerythritol tetrakis-[3-(1-aziridinyl)propionat] N1(CC1)CCC(=O)OCC(COC(CCN1CC1)=O)(COC(CCN1CC1)=O)COC(CCN1CC1)=O